tert-butyl 3-(4-(2-(2,6-dioxopiperidin-3-yl)-1,3-dioxoisoindolin-5-yl)piperazin-1-yl)propanoate O=C1NC(CCC1N1C(C2=CC=C(C=C2C1=O)N1CCN(CC1)CCC(=O)OC(C)(C)C)=O)=O